N-(5-Cyclopropylnaphthalen-1-yl)-2,4-difluorobenzamide C1(CC1)C1=C2C=CC=C(C2=CC=C1)NC(C1=C(C=C(C=C1)F)F)=O